(2-(2,6-dioxopiperidin-3-yl)-3-oxoisoindolin-5-yl)methyl bicyclo[1.1.1]pentan-1-ylcarbamate C12(CC(C1)C2)NC(OCC=2C=C1C(N(CC1=CC2)C2C(NC(CC2)=O)=O)=O)=O